5-fluoro-4-(4-isopropyl-3-methyl-5-oxo-1,2,4-triazol-1-yl)-2-[(1S)-2,2,2-trifluoro-1-methyl-ethoxy]benzoic acid FC=1C(=CC(=C(C(=O)O)C1)O[C@H](C(F)(F)F)C)N1N=C(N(C1=O)C(C)C)C